ClC=1C=C(C=C2C=C(N=CC12)NC(=O)[C@H]1[C@@H](C1)C#N)C=1C=NN(C1)[C@@H]1OCCCC1 |&1:24| (+-)-trans-N-[8-chloro-6-(1-tetrahydropyran-2-yl-pyrazol-4-yl)-3-isoquinolinyl]-2-cyano-cyclopropanecarboxamide